C(#N)C=1C=C(C=CC1F)NC(N(C)[C@@H]1C=2C3=C(C(NC2CN(C1)C)=O)C=C(C=C3)F)=O |r| Racemic-3-(3-cyano-4-fluorophenyl)-1-(8-fluoro-3-methyl-6-oxo-1,2,3,4,5,6-hexahydrobenzo[c][1,7]naphthyridin-1-yl)-1-methylurea